2-((S)-4-((R)-2-(((S)-1-(2,2-difluoroethyl)azetidin-2-yl)methoxy)-7-(7-fluoro-3,4-dihydroquinolin-1(2H)-yl)-5,6,7,8-tetrahydroquinazolin-4-yl)piperazin-2-yl)acetonitrile FC(CN1[C@@H](CC1)COC1=NC=2C[C@@H](CCC2C(=N1)N1C[C@@H](NCC1)CC#N)N1CCCC2=CC=C(C=C12)F)F